FC(C(=O)O)(F)F.ClC=1C=C(C=CC1C(=O)N1CCN(CC1)C(=O)[C@@H]1CNCC1)NC(=O)C=1N(C(=CN1)C1=C(C(=C(C=C1)OCC#N)F)F)C (S)-N-(3-chloro-4-(4-(pyrrolidine-3-carbonyl)piperazine-1-carbonyl)phenyl)-5-(4-(cyanomethoxy)-2,3-difluorophenyl)-1-methyl-1H-imidazole-2-carboxamide 2,2,2-trifluoroacetate